tert-butyl (2S)-2-[[(4-cyanopyridin-3-yl)oxy]methyl]piperidine-1-carboxylate C(#N)C1=C(C=NC=C1)OC[C@H]1N(CCCC1)C(=O)OC(C)(C)C